[Cl-].CC(CCC)P(CCCC)CCCC methyltributylphosphine chloride